2-[({[2'-({[2-(Methylsulfanyl)phenyl]carbamoyl}oxy)-1,1'-binaphthyl-2-yl]oxy}carbonyl)amino]ethyl methacrylate C(C(=C)C)(=O)OCCNC(=O)OC1=C(C2=CC=CC=C2C=C1)C1=C(C=CC2=CC=CC=C12)OC(NC1=C(C=CC=C1)SC)=O